tert-butyl 2-(6-{5-chloro-2-[(oxan-4-yl)amino]pyrimidin-4-yl}-4-fluoro-1-oxo-2,3-dihydro-1H-isoindol-2-yl)acetate ClC=1C(=NC(=NC1)NC1CCOCC1)C1=CC(=C2CN(C(C2=C1)=O)CC(=O)OC(C)(C)C)F